Cl.NC1(CC1)C(=O)NC 1-amino-N-methylcyclopropane-1-carboxamide hydrochloride